OC(C)C=1C=C(C=C2C(N3CCC(N4N=CC(C12)=C43)C=C)=O)C 10-(1-hydroxyethyl)-8-methyl-3-vinyl-4,5-dihydro-3H,6H-2,2a,5a-triazaaceanthrylen-6-one